5-(4-chlorophenyl)-1-(2,4-dichlorophenyl)-4-methyl-N-octadecyl-1H-pyrazole-3-carboxamide ClC1=CC=C(C=C1)C1=C(C(=NN1C1=C(C=C(C=C1)Cl)Cl)C(=O)NCCCCCCCCCCCCCCCCCC)C